carbonate lithium sulfur [S+2].[Li+].C([O-])([O-])=O